CC1=C(C(=C(C1([Hf]C=1CC=2C=CC3=C(C2C1CCC1=CC=CC=C1)C=CC=C3)C)C)C)C Pentamethylcyclopentadienyl-(1-phenethyl-benzo[e]indenyl)hafnium